ClC=1C=C(C=CC1)N1C=C(C2=C1N=CN=C2N2[C@H](CNCC2)C)N(CC)CC (S)-7-(3-chlorophenyl)-N,N-diethyl-4-(2-methylpiperazin-1-yl)-7H-pyrrolo[2,3-d]pyrimidin-5-amine